2-chloro-6-cyclopropoxy-4-(trifluoromethyl)aniline ClC1=C(N)C(=CC(=C1)C(F)(F)F)OC1CC1